[11CH3][C@](N)(CC1=CNC2=CC=CC=C12)C(=O)O α-[11C]-Methyl-L-tryptophan